O[C@@H]1CC[C@@]2([C@H]3CC[C@@]4([C@H](CC[C@H]4[C@@H]3CC[C@@H]2C1)[C@@H](CCC(=O)N[C@H](C(=O)N[C@H](C(=O)O)C(C)C)C(C)C)C)C)C (S)-2-((S)-2-((R)-4-((3R,5R,8R,9S,10S,13R,14S,17R)-3-hydroxyl-10,13-dimethyl-hexadecahydro-1H-cyclopenta[a]phenanthren-17-yl)pentanamido)-3-methylbutanamido)-3-methylbutanoic acid